C(C)(=O)NC1=C(C(=O)NC=2SC(=CN2)C2=CC=CC=C2)C=CC=C1 2-acetamido-N-(5-phenylthiazol-2-yl)benzamide